(S)-6-((4-((2-hydroxy-1-phenylethyl)amino)-5-(5-(2-hydroxypropan-2-yl)-1,3,4-oxadiazol-2-yl)pyrimidin-2-yl)amino)-1-methyl-1,2-dihydro-3H-indazol-3-one OC[C@H](C1=CC=CC=C1)NC1=NC(=NC=C1C=1OC(=NN1)C(C)(C)O)NC1=CC=C2C(NN(C2=C1)C)=O